(-)-cis-2-hydroxymethyl-5-(cytosine-1-yl)-1,3-oxathiolane OC[C@@H]1O[C@@H](CS1)N1C(=O)N=C(N)C=C1